C(C)C=1C(=CC=C2C=C(C=C(C12)C1=C(C=2N=C(N=C(C2C=N1)N1CC2(CCC(N2)=O)CCC1)OC[C@]12CCCN2C[C@@H](C1)F)F)O)F 7-(7-(8-Ethyl-7-fluoro-3-hydroxynaphthalen-1-yl)-8-fluoro-2-(((2R,7aS)-2-fluorotetrahydro-1H-pyrrolizin-7a(5H)-yl)methoxy)pyrido[4,3-d]pyrimidin-4-yl)-1,7-diazaspiro[4.5]decan-2-one